(S,E)-N-((2-chloro-5-vinylpyridin-4-yl)methylene)-2-methylpropane-2-sulfinamide ClC1=NC=C(C(=C1)\C=N\[S@@](=O)C(C)(C)C)C=C